C[C@H]1[C@@H]([C@H]([C@H]([C@@H](O1)OC[C@@H]2[C@H]([C@@H]([C@H]([C@@H](O2)OC3=C(OC4=CC(=CC(=C4C3=O)O)O)C5=CC(=C(C=C5)O)O)O)O)O)O)O)O The molecule is a rutinoside that is quercetin with the hydroxy group at position C-3 substituted with glucose and rhamnose sugar groups. It has a role as a metabolite and an antioxidant. It is a disaccharide derivative, a quercetin O-glucoside, a tetrahydroxyflavone and a rutinoside.